2-aminopurine hydrofluoride F.NC1=NC=C2NC=NC2=N1